2,4,6-trichloropyridine-3-carbaldehyde ClC1=NC(=CC(=C1C=O)Cl)Cl